1-amino-5-(2-boronoethyl)-2-((dimethylamino)methyl)-4,4-dimethylcyclohexane-1-carboxylic acid dihydrochloride Cl.Cl.NC1(C(CC(C(C1)CCB(O)O)(C)C)CN(C)C)C(=O)O